ClC1=C(CNC(=O)C2CC(C3=NC=CC=C32)=C)C=CC=C1C(F)(F)F N-(2-chloro-3-(trifluoro-methyl)benzyl)-7-methylene-6,7-dihydro-5H-cyclopenta[b]pyridine-5-carboxamide